C(CCC(=O)O)(=O)O.FC1=C(C(=CC=C1)F)C1=C2C(=C3C(=NC(=NC3=C1)N1CC(C1)N(C)C)N1CCN(CC1)C(C=C)=O)OCCC2 1-(4-(5-(2,6-difluorophenyl)-8-(3-(dimethylamino)azetidin-1-yl)-3,4-dihydro-2H-pyrano[2,3-f]quinazolin-10-yl)piperazin-1-yl)prop-2-en-1-one SUCCINAT